ClC=1C=C(C=CC1Cl)N1N=C(C=C1)OC1=CC(=C(C=C1C)N\C=N\[H])C (E)-N-(4-((1-(3,4-dichlorophenyl)-1H-pyrazol-3-yl)oxy)-2,5-dimethylphenyl)formamidine